The molecule is a ribose monophosphate and a thioribose phosphate. It has a role as a mouse metabolite. It derives from a D-ribose. It is a conjugate acid of a S-methyl-5-thio-alpha-D-ribose 1-phosphate(2-). CSC[C@@H]1[C@H]([C@H]([C@H](O1)OP(=O)(O)O)O)O